FC1=C(C#N)C=CC(=C1)C1=CC(=NN1C1=CC=C(C=C1)OC)NCC1CC(CCC1)CO 2-fluoro-4-(3-(((3-(hydroxymethyl)cyclohexyl)methyl)amino)-1-(4-methoxyphenyl)-1H-pyrazol-5-yl)benzonitrile